pent-2-ene CC=CCC